[C@@H]1(C[C@H](O)[C@@H](CO)O1)N1C(=S)NC(=O)C(C)=C1 2-thio-deoxythymidine